C(CC)OC(=O)C=1C2=C(OC1C)C1=CC=CC=C1C(=C2)NS(=O)(=O)C=2C=CC=C1C=CC=NC21 2-methyl-5-(quinoline-8-sulfonylamino)naphtho[1,2-b]furan-3-carboxylic acid propyl ester